FC1(OC2=C(O1)C=C(C(=C2)I)OC)F 2,2-Difluoro-5-iodo-6-methoxybenzo[d][1,3]dioxole